N,N'-diacetylcystine C(C)(=O)N[C@@H](CSSC[C@@H](C(=O)O)NC(C)=O)C(=O)O